dihydroporphin iron (III) [Fe+3].C12CC=C(N1)C=C1C=CC(=N1)C=C1C=CC(N1)=CC=1C=CC(N1)=C2